FC=1C(=NC=C(C1)C(C(C(C(F)(F)F)(F)F)(F)F)(F)F)C=1C(=C(C(=O)N)C=C(C1)[N+](=O)[O-])SC1=NN=NN1CCO [3-fluoro-5-(1,1,2,2,3,3,4,4,4-nonafluorobutyl)-2-pyridyl]-2-[1-(2-hydroxyethyl)tetrazol-5-yl]sulfanyl-5-nitro-benzamide